OC1=C(C(=C(C(=C1)C)C(C)(C)C1=C(C(=C(C=C1C)O)C)C)C)C 2,2-bis(4-hydroxy-2,3,6-trimethylphenyl)propane